4-[2-{[(3s,4r)-3-fluorooxazol-4-yl]amino}-8-(2,4,6-trichloroanilino)-9H-purin-9-yl]-1-methylcyclohexane-1-carboxamide FN1COC=C1NC1=NC=C2N=C(N(C2=N1)C1CCC(CC1)(C(=O)N)C)NC1=C(C=C(C=C1Cl)Cl)Cl